FC=1C=C(C=CC1)C1CCN2N1C(C(C2)(C)CC=NO)=O 2-[3-(3-fluorophenyl)-6-methyl-5-oxo-1,2,3,7-tetrahydropyrazolo[1,2-a]pyrazol-6-yl]acetaldehyde oxime